(2-fluorophenyl)-((5-(4-hydroxy-3-methylphenyl)thiophen-2-yl)methyl)quinoxaline-2-carboxamide FC1=C(C=CC=C1)C1=C2N=C(C(=NC2=CC=C1)C(=O)N)CC=1SC(=CC1)C1=CC(=C(C=C1)O)C